N-(3-(morpholinesulfonyl)phenyl)benzamide N1(CCOCC1)S(=O)(=O)C=1C=C(C=CC1)NC(C1=CC=CC=C1)=O